tert-butyl 3-((8-chloro-3-(5-(difluoromethyl)-1,3,4-thiadiazol-2-yl)-6-(N-(1-(fluoromethyl)cyclopropyl)sulfamoyl)indolizin-1-yl)methylene)azetidine-1-carboxylate ClC1=CC(=CN2C(=CC(=C12)C=C1CN(C1)C(=O)OC(C)(C)C)C=1SC(=NN1)C(F)F)S(NC1(CC1)CF)(=O)=O